BrC1=C(C(=[N+](C=C1)[O-])C(=O)OC)C C4-bromo-2-(methoxycarbonyl)-3-methylpyridine 1-oxide